FC(OC1=CC(=NN1)NC1=NC(=CN=C1)O[C@@H]1[C@](CN(CC1)C)(C)F)F N-(5-(difluoromethoxy)-1H-pyrazol-3-yl)-6-(((3R,4S)-3-fluoro-1,3-dimethylpiperidin-4-yl)oxy)pyrazin-2-amine